C1=CC(CC=2C3=CC=CC=C3NC12)=C1C=CC2=NC3=CC=CC=C3C2=C1 9H-3,3'-bicarbazole